N[C@@]1(CN(CC1)C=1C(=C(C=NC1C(N[C@@H](C)C1CC1)=O)C(=O)OC)C1=CC(=CC(=C1)F)F)C methyl 5-[(3S)-3-amino-3-methylpyrrolidin-1-yl]-6-{[(1S)-1-cyclopropylethyl] carbamoyl}-4-(3,5-difluorophenyl)pyridine-3-carboxylate